1-(4-(7-(6-amino-3-fluoro-4-methylpyridin-2-yl)-6-chloro-2-((2-fluoro-3-hydroxy-3-methylbutyl)amino)quinazolin-4-yl)piperazin-1-yl)prop-2-en-1-one NC1=CC(=C(C(=N1)C1=C(C=C2C(=NC(=NC2=C1)NCC(C(C)(C)O)F)N1CCN(CC1)C(C=C)=O)Cl)F)C